(5-(1H-pyrazol-4-yl)-1-(2-(6-(trifluoromethyl)imidazo[1,2-a]pyrazin-3-yl)pyrimidin-4-yl)piperidin-3-yl)dimethylphosphine N1N=CC(=C1)C1CC(CN(C1)C1=NC(=NC=C1)C1=CN=C2N1C=C(N=C2)C(F)(F)F)P(C)C